N-(3-(1H-Imidazol-1-yl)-5-methylphenyl)-6,7-dimethoxyquinolin-4-amine N1(C=NC=C1)C=1C=C(C=C(C1)C)NC1=CC=NC2=CC(=C(C=C12)OC)OC